3-[2-(1-ethyl-4,6,7-trifluoro-1,3-benzodiazol-5-yl)ethynyl]-1-[(3S,5R)-5-(methoxymethyl)-1-(prop-2-enoyl)pyrrolidin-3-yl]-5-(methylamino)pyrazole-4-carboxamide C(C)N1C=NC2=C1C(=C(C(=C2F)C#CC2=NN(C(=C2C(=O)N)NC)[C@@H]2CN([C@H](C2)COC)C(C=C)=O)F)F